N,6-dimethylpyridine-2-amine CNC1=NC(=CC=C1)C